C(C1=CC=CC=C1)SN1C(=O)NC=2NC(=O)NC2C1=O benzyl-mercaptouric acid